ClC=1C=CC(=C(CN(C(=O)C=2C(=NNC2F)C(F)F)C2CC2)C1)C(F)(F)F N-[5-chloro-2-(trifluoromethyl)benzyl]-N-cyclopropyl-3-(difluoromethyl)-5-fluoro-1H-pyrazole-4-carboxamide